ClC=1C=CC(=C(C1)C=1N=CN(C1C=1C=CC=2N(C1)C(=CN2)C(=O)N)CC(F)F)F 6-(4-(5-chloro-2-fluorophenyl)-1-(2,2-difluoroethyl)-1H-imidazol-5-yl)imidazo[1,2-a]pyridine-3-carboxamide